3-[2-(prop-1-en-2-yl)phenyl]-6-methyl-quinazolinone C=C(C)C1=C(C=CC=C1)N1C(N=C2C=CC(=CC2=C1)C)=O